C(C)(C)N1C(=NC(=C1)C(F)(F)F)C1=C(C#N)C=CC=C1C (1-isopropyl-4-(trifluoromethyl)-1H-imidazol-2-yl)-3-methylbenzonitrile